N(=[N+]=[N-])CC(=O)N[C@@H]1C(O)O[C@@H]([C@H]([C@@H]1O)O)CO N-azidoacetyl-D-mannosamine